6-isopropyl-2-vinyl-furo[2,3-b]pyrazine-7-carbonitrile C(C)(C)C1=C(C=2C(=NC=C(N2)C=C)O1)C#N